C(C)(C)(C)C1=CC2=C(C3=C(O2)C(=CC=C3)C3=NC=CC(=C3)C(C)(C)[2H])C=C1 2-(7-(tert-butyl)dibenzo[b,d]furan-4-yl)-4-(propan-2-yl-2-d)pyridine